5-bromo-N-(4-([1,2,4]triazolo[1,5-a]pyridin-7-yloxy)-3-methylphenyl)-5-bromopyrrolo[2,1-f][1,2,4]triazin-4-amine BrC1(C=CN2NC=NC(=C21)NC2=CC(=C(C=C2)OC2=CC=1N(C=C2)N=CN1)C)Br